FC=1C=C2NC(C=3N(C2=C(C1C1=C2C=NN(C2=CC(=C1)F)S(=O)(=O)C)C)C(=NN3)C)(C)C 7-fluoro-8-(6-fluoro-1-methylsulfonyl-1H-indazol-4-yl)-1,4,4,9-tetramethyl-5H-[1,2,4]triazolo[4,3-a]quinoxaline